1-(4-(4-((2-fluoro-4-((2-(3-methoxy-1H-pyrazol-1-yl)pyridin-4-yl)methoxy)phenyl)amino)-7H-pyrrolo[2,3-d]pyrimidin-5-yl)piperidin-1-yl)prop-2-en-1-one FC1=C(C=CC(=C1)OCC1=CC(=NC=C1)N1N=C(C=C1)OC)NC=1C2=C(N=CN1)NC=C2C2CCN(CC2)C(C=C)=O